CC1=CC=C(C=C1)S(=O)(=O)O.C(#N)C1=CC=C(C2=CC=CC=C12)COC1=CC=CC(=N1)C1CCN(CC1)C(=O)OC(C)(C)C tert-butyl 4-[6-[(4-cyano-1-naphthyl)methoxy]-2-pyridyl]piperidine-1-carboxylate, 4-methylbenzenesulfonic acid salt